bis(2-hydroxyethyl)-3,3'-((2-(dimethylamino)ethyl) azanediyl)-dipropionate OCCOC(CCN(CCC(=O)OCCO)CCN(C)C)=O